Di-tert-butyl (disulfanediylbis(ethane-2,1-diyl))dicarbamate S(SCCNC(OC(C)(C)C)=O)CCNC(OC(C)(C)C)=O